(2S,4R)-5-(3-((S)-2-aminopropionylamino)-4-hydroxyphenyl)-4-((tert-butoxycarbonyl)amino)-2-methylpentanoic acid N[C@H](C(=O)NC=1C=C(C=CC1O)C[C@@H](C[C@@H](C(=O)O)C)NC(=O)OC(C)(C)C)C